(2S,3R)-benzyl 5,5-difluoro-3-methyl-2-(((5-(trifluoromethyl)pyridin-2-yl)amino)methyl)piperidine-1-carboxylate FC1(C[C@H]([C@H](N(C1)C(=O)OCC1=CC=CC=C1)CNC1=NC=C(C=C1)C(F)(F)F)C)F